C(C)OC1=C(C=C(C=C1)C1=NOC(=N1)C1CCN(CC1)C(C(C)N1C(C2=CC=CC=C2C1)=O)=O)OC 2-[2-[4-[3-(4-ethoxy-3-methoxy-phenyl)-1,2,4-oxadiazol-5-yl]-1-piperidyl]-1-methyl-2-oxo-ethyl]isoindolin-1-one